1-(2-Chloropyridin-4-yl)-1,1-difluoro-2-methylpropan-2-ol ClC1=NC=CC(=C1)C(C(C)(O)C)(F)F